1-(1-{2-[6-(4-Acetylpiperazin-1-yl) pyridin-3-yl]-5-chlorophenyl} piperidin-3-yl)-5-(difluoromethyl)-1H-pyrazole-4-carboxylate C(C)(=O)N1CCN(CC1)C1=CC=C(C=N1)C1=C(C=C(C=C1)Cl)N1CC(CCC1)N1N=CC(=C1C(F)F)C(=O)[O-]